C(#N)C1=CC=C(C=C1)S(=O)(=O)NC=1C=CC=C2C=CC(=NC12)CN(C)C 4-Cyano-N-(2-((dimethylamino)methyl)quinolin-8-yl)benzenesulfonamide